FC1=C(C=O)C(=CC(=C1OC)CCCCC)OC 2-fluoro-3,6-dimethoxy-4-pentylbenzaldehyde